BrC=1C(=CC=2C3=C(C(=NC2C1F)Cl)C=NN3[C@@H]3C[C@H](N(CC3)C(=O)OC(C)(C)C)CCO[Si](C)(C)C(C)(C)C)I tert-butyl (2S,4S)-4-(7-bromo-4-chloro-6-fluoro-8-iodo-1H-pyrazolo[4,3-c]quinolin-1-yl)-2-(2-((tert-butyldimethylsilyl)oxy)ethyl)piperidine-1-carboxylate